C(C=C)(=O)N1CC(N(CC1)C1=CC=C(O1)CCC(NCCOCCOCCOCCOCCNC(C1=C(C=CC(=C1)OC1=NC2=C(N1)C=C(C(=C2)C=2C=C1C=CN(C1=CC2)C)Cl)C)=O)=O)=O N-(18-(5-(4-acryloyl-2-oxopiperazin-1-yl)furan-2-yl)-16-oxo-3,6,9,12-tetraoxa-15-azaoctadecyl)-5-((6-chloro-5-(1-methyl-1H-indol-5-yl)-1H-benzo[d]imidazol-2-yl)oxy)-2-methylbenzamide